5-bromo-8-fluoro-2-((4-methoxybenzyl)(methyl)amino)quinazolin-4(3H)-one BrC1=C2C(NC(=NC2=C(C=C1)F)N(C)CC1=CC=C(C=C1)OC)=O